(S)-(1-methoxycyclopropyl)(6-(3-methyl-1H-pyrrolo[2,3-b]pyridin-5-yl)-8-(Pyrrolidin-2-yl)-3,4-dihydroisoquinolin-2(1H)-yl)methanone COC1(CC1)C(=O)N1CC2=C(C=C(C=C2CC1)C=1C=C2C(=NC1)NC=C2C)[C@H]2NCCC2